tert-butyl-dimethyl-[(E)-3-(4,4,5,5-tetramethyl-1,3,2-dioxaborolan-2-yl)allyloxy]silane C(C)(C)(C)[Si](OC\C=C\B1OC(C(O1)(C)C)(C)C)(C)C